2,5-dioxapyrrolidin-1-yltetrahydrofuran-3-carboxylate N1(OCCO1)C1OCCC1C(=O)[O-]